tris[4-t-butyl-2-(1H-pyrazol-1-yl)pyridine] cobalt [Co].C(C)(C)(C)C1=CC(=NC=C1)N1N=CC=C1.C(C)(C)(C)C1=CC(=NC=C1)N1N=CC=C1.C(C)(C)(C)C1=CC(=NC=C1)N1N=CC=C1